ClC1=CC2=C(N(C(C(N2C)=O)=O)C2CCN(CC2)C(C2=C(C=CC(=C2)F)C(F)(F)F)=O)N=C1 7-chloro-4-(1-(5-fluoro-2-(trifluoromethyl)benzoyl)piperidin-4-yl)-1-methyl-1,4-dihydropyrido[2,3-b]pyrazine-2,3-dione